(2R,3R,4S,5S)-2-(4-aminoimidazo[2,1-f][1,2,4]triazin-7-yl)-5-fluoro-3,4-dihydroxy-5-(hydroxymethyl)tetrahydrofuran-2-carbonitrile NC1=NC=NN2C1=NC=C2[C@@]2(O[C@@]([C@H]([C@H]2O)O)(CO)F)C#N